1,18-octadecanediamine C(CCCCCCCCCCCCCCCCCN)N